3-Pyridinecarboxamide mesylate S(C)(=O)(=O)O.N1=CC(=CC=C1)C(=O)N